1-{[2-(bromomethyl)butoxy]methyl}-4-methoxybenzene BrCC(COCC1=CC=C(C=C1)OC)CC